N-(2-chloro-5-cyanophenyl)-3-bromobenzenesulfonamide ClC1=C(C=C(C=C1)C#N)NS(=O)(=O)C1=CC(=CC=C1)Br